tert-butyl (2R,3R)-3-((7-bromo-8-fluoro-2-(((2R,7aS)-2-fluorotetrahydro-1H-pyrrolizin-7a(5H)-yl)methoxy)quinazolin-4-yl)(ethyl)amino)-2-methylpyrrolidine-1-carboxylate BrC1=CC=C2C(=NC(=NC2=C1F)OC[C@]12CCCN2C[C@@H](C1)F)N([C@H]1[C@H](N(CC1)C(=O)OC(C)(C)C)C)CC